Potassium 5-chloro-3-(2-methoxyethyl)-4-oxo-3,4-dihydroquinazoline-6-thiolate ClC1=C2C(N(C=NC2=CC=C1[S-])CCOC)=O.[K+]